BrC1=C2C=CC=NC2=C(C=C1)NC(=O)C1=C(C(=O)O)C=CC=C1 2-[(5-bromoquinolin-8-yl)carbamoyl]benzoic acid